8-(tert-butylamino)-1,7-naphthyridine-6-carboxylic acid C(C)(C)(C)NC=1N=C(C=C2C=CC=NC12)C(=O)O